OC(C)C1=NC=2C(=C3C(=NC2)NC=C3)N1N1CCC(CC1)CC#N 2-(1-(2-(1-hydroxyethyl)imidazo[4,5-d]pyrrolo[2,3-b]pyridin-1(6H)-yl)piperidin-4-yl)acetonitrile